ClC=1C(=NC(=NC1)NC1CCOCC1)C1=CC=C2CN(C(C2=C1)=O)[C@@H](C(=O)N[C@H](C)C1=CC(=CC=C1)N1CCN(CC1)C)C (2R)-2-(6-{5-chloro-2-[(oxan-4-yl)amino]pyrimidin-4-yl}-1-oxo-2,3-dihydro-1H-isoindol-2-yl)-N-[(1R)-1-[3-(4-methylpiperazin-1-yl)phenyl]ethyl]propanamide